OC1=C(C=C(C=C1N1N=C2C(=N1)C=CC=C2)C(C)(C)CC(C)(C)C)CC2=C(C(=CC(=C2)C(C)(C)CC(C)(C)C)N2N=C1C(=N2)C=CC=C1)O bis[2-hydroxy-5-t-octyl-3-(benzotriazol-2-yl)phenyl]methane